C(CCC)CC(C)([Mg])CCCC dibutyl-(isopropyl)magnesium